BrC=1C(=CC(=NC1)NC1CCC(CC1)(F)F)C(F)(F)F 5-bromo-N-(4,4-difluorocyclohexyl)-4-(trifluoromethyl)pyridin-2-amine